OC1=C(C=CC(=C1)O)C(=O)C1=CC=C(C=C1)[N+](=O)[O-] (2,4-dihydroxyphenyl)(4-nitrophenyl)methanone